SC1CCCCC1 4-mercaptocyclohexane